[N+](=O)(OCC1=C(C=C(C=C1)[N+](=O)[O-])C(F)(F)F)[O-] 4-(NITRO)-2-(TRIFLUOROMETHYL)-BENZYL NITRATE